NC=1C(NC(N(N1)C1=CC(=C(C(=C1)Cl)OC=1C=C2C(=CC(=NC2=CC1)C(F)(F)F)C)Cl)=O)=O 6-amino-2-(3,5-dichloro-4-((4-methyl-2-(trifluoromethyl)quinolin-6-yl)oxy)phenyl)-1,2,4-triazine-3,5(2H,4H)-dione